NC=1C(=C(C(=CC1)C)S(=O)(=O)N(C)C)F 3-amino-2-fluoro-N,N,6-trimethylbenzenesulfonamide